N1=C(C=CC=C1)N1N=C2CCC(CC2=C1O)N1CCN(CC1)S(=O)(=O)CC1=CC=CC=C1 2-(pyridin-2-yl)-5-(4-toluenesulfonylpiperazin-1-yl)-4,5,6,7-tetrahydro-2H-indazol-3-ol